ClC=1C=CC2=C([C@@H](C[C@@H](O2)C(=O)NC23CC(C2)(C3)C3NC(=NO3)COC3=CC(=C(C=C3)Cl)F)O)C1 (2R,4R)-6-chloro-N-(3-{3-[(4-chloro-3-fluorophenoxy)methyl]-4,5-dihydro-1,2,4-oxadiazol-5-yl}bicyclo[1.1.1]pentan-1-yl)-4-hydroxy-3,4-dihydro-2H-1-benzopyran-2-carboxamide